2,4-dihydroxypentyl acrylate C(C=C)(=O)OCC(CC(C)O)O